3,6,9,12-tetraoxatetradecane-1,13-diene C=COCCOCCOCCOC=C